(2S,5'R)-7-chloro-3',4-dimethoxy-6-(2-methoxypyrimidin-5-yl)-5'-methyl-spiro[benzofuran-2,4'-cyclohex-2-ene]-1',3-dione ClC1=C(C=C(C=2C([C@]3(C(=CC(C[C@H]3C)=O)OC)OC21)=O)OC)C=2C=NC(=NC2)OC